OCC(CO)NC(=O)C1=C(C(=C(C(=C1I)NC([C@H](C)O)=O)I)C(=O)NC(CO)CO)I 1-N,3-N-bis(1,3-dihydroxypropan-2-yl)-5-[[(2S)-2-hydroxypropanoyl]amino]-2,4,6-triiodobenzene-1,3-dicarboxamide